bis(1-cyclohexyloxy-2,2,6,6-tetramethylpiperidin-4-yl)-adipate C1(CCCCC1)ON1C(CC(CC1(C)C)OC(CCCCC(=O)OC1CC(N(C(C1)(C)C)OC1CCCCC1)(C)C)=O)(C)C